C(CCCC)OCC(C)N 3-(pentyl-oxy)propan-2-amine